3-methoxy-3-methyl-butanol COC(CCO)(C)C